[K].FC1=CC(=C(C(=C1)C1=CC=NC=C1)CC(=O)NS(=O)(=O)C1=NN(C(=C1)C(=O)N(C)C)C)C(C)C 3-(N-(2-(4-Fluoro-2-isopropyl-6-(pyridin-4-yl)phenyl)acetyl)sulfamoyl)-N,N,1-trimethyl-1H-pyrazole-5-carboxamide, potassium salt